C(C1=CC=CC=C1)OC[C@H]1OCC(CCN(C1)C(=O)OC(C)(C)C)=O tert-butyl (2S)-2-[(benzyloxy)methyl]-7-oxo-1,4-oxazocane-4-carboxylate